COC1=CC=C2C(N(C(=NC2=C1)C1=CC=CC=C1)CC1=NC=CC=C1)C1=CC=CC=C1 7-Methoxy-2,4-diphenyl-3-[(2-pyridyl)methyl]-3,4-dihydroquinazoline